NCCN1CC(C1)OC1=C(C2=C([C@H]3[C@@H](B(O2)O)C3)C=C1)C(=O)O (1aS,7bR)-5-{[1-(2-aminoethyl)azetidin-3-yl]oxy}-2-hydroxy-1,1a,2,7b-tetrahydrocyclopropa[c][1,2]benzoxaborinine-4-carboxylic acid